CC1(NC(CC(C1)N(CCCCCCN)C1CC(NC(C1)(C)C)(C)C)(C)C)C N,N-bis(2,2,6,6-tetramethyl-piperidin-4-yl)-hexamethylenediamine